[N+](=O)([O-])C1=C(C=CC(=C1)[N+](=O)[O-])NCCCCCC(=O)O 6-[(2,4-Dinitrophenyl)amino]hexanoic acid